[N+](=O)([O-])C=1C=C(C=CC1)\C=C\1/N=C(OC1=O)C1=CC(=CC=C1)C(F)(F)F (4Z)-4-[(3-nitrophenyl)methylidene]-2-[3-(trifluoromethyl)phenyl]-1,3-oxazol-5-one